C[C@@H]1CN(C[C@@H](O1)C)C(=O)C=1C2=C(N(N1)CC(=O)N1CCN(CC1)C1=C(C(=CC=C1)C)C)C[C@H]1[C@@H]2C1 2-{(3bS,4aS)-3-[(2R,6S)-2,6-dimethylmorpholine-4-carbonyl]-3b,4,4a,5-tetrahydro-1H-cyclopropa[3,4]cyclopenta[1,2-c]pyrazol-1-yl}-1-[4-(2,3-dimethylphenyl)piperazin-1-yl]ethan-1-one